1-{5-[1-(3-chlorophenyl)-1H-pyrazol-4-yl]-1H-indol-3-yl}-3-methylurea ClC=1C=C(C=CC1)N1N=CC(=C1)C=1C=C2C(=CNC2=CC1)NC(=O)NC